2-(2-chloronaphthalen-1-yl)-2,2-difluoroacetic acid ClC1=C(C2=CC=CC=C2C=C1)C(C(=O)O)(F)F